C(C)(C)(C)OC(=O)NC1CN(C1)CCNC(=O)O[C@H]1[C@H](N(C[C@@H]1OC(=O)OC(C)(C)C)C(=O)OC(C)(C)C)CC1=CC=C(C=C1)OC tert-butyl (2R,3S,4S)-3-{[(2-{3-[(tert-butoxycarbonyl)amino]azetidin-1-yl}ethyl) carbamoyl]oxy}-4-[(tert-butoxycarbonyl)oxy]-2-[(4-methoxyphenyl) methyl]pyrrolidine-1-carboxylate